C(C1=CC=CC=C1)[C@H]1N(CCC1)C1=NC(=CC(N1)=O)N1C[C@H](O[C@@H](C1)C)C 2-((S)-2-benzylpyrrolidin-1-yl)-6-((2R,6R)-2,6-dimethylmorpholino)pyrimidin-4(3H)-one